N'-((8-cyano-1,2,3,5,6,7-hexahydro-s-indacen-4-yl)carbamoyl)-2-(1-hydroxy-2-methylpropan-2-yl)thiazole-5-sulfonimidamide C(#N)C=1C=2CCCC2C(=C2CCCC12)NC(=O)N=S(=O)(N)C1=CN=C(S1)C(CO)(C)C